BrC1=CC=C(\C=C\2/N=C(OC2)C)C=C1 (Z)-4-(4-bromobenzylene)-2-methyloxazol